FC1=NC=C(C=C1)I 2-fluoro-5-iodo-pyridine